2-Toluic acid C=1(C(=CC=CC1)C(=O)O)C